3-(4-(7-methoxynaphthalen-2-yl)phenyl)hex-4-ynoic acid COC1=CC=C2C=CC(=CC2=C1)C1=CC=C(C=C1)C(CC(=O)O)C#CC